(R)-N-(7-chloro-6-(1-((3S,4S)-4-hydroxy-3-methyltetrahydrofuran-3-yl)piperidin-4-yl)isoquinolin-3-yl)-2-(tetrahydro-2H-pyran-4-yl)propenamide ClC1=C(C=C2C=C(N=CC2=C1)NC(C(=C)C1CCOCC1)=O)C1CCN(CC1)[C@]1(COC[C@H]1O)C